C(C)(C)(C)OC(=O)N[C@@H]1C[C@@H](CC12CCN(CC2)C(=O)OCC2=CC=CC=C2)C(F)(F)F benzyl (1R,3R)-1-{[(tert-butoxy) carbonyl] amino}-3-(trifluoromethyl)-8-azaspiro[4.5]decane-8-carboxylate